BrC=1C=C(C(=CC1)N)NC(C)(C)C 4-bromo-N2-tert-butylbenzene-1,2-diamine